ClC1=NC=CC(=C1)NC1(COC1)C 2-chloro-N-(3-methyloxetan-3-yl)pyridin-4-amine